N-(4-(2-(((1r,4r)-4-aminocyclohexyl)amino)-8-ethylquinazolin-6-yl)-2-fluoro-5-methoxyphenyl)-2-chloro-benzenesulfonamide NC1CCC(CC1)NC1=NC2=C(C=C(C=C2C=N1)C1=CC(=C(C=C1OC)NS(=O)(=O)C1=C(C=CC=C1)Cl)F)CC